CN(C(/C=C/CC[C@@H](C(=O)NC=1C(N(C=CC1)CC=1NC2=C(C(=NC=C2)CC(C)C)N1)=O)NC(OC)=O)=O)C methyl (S,E)-(7-(dimethylamino)-1-((1-((4-isobutyl-1H-imidazo[4,5-c]pyridin-2-yl)methyl)-2-oxo-1,2-dihydropyridin-3-yl)amino)-1,7-dioxohept-5-en-2-yl)carbamate